C(C)N1CCN(CC1)CCCCCCOC1=CC=C2C=C(C(OC2=C1)=NO)C(C)=O 7-[6-(4-ethyl-1-piperazinyl)hexyloxy]-3-acetylcoumarin oxime